C(C1=CC=CC=C1)C1OC(CC(O1)(C)C)C 2-BENZYL-4,4,6-TRIMETHYL-1,3-DIOXANE